C(C)(C)(C)OC(=O)N[C@@H](COC1=CC=C(C(=O)O)C=C1)CN1N=CN=N1 (R)-4-(2-((tert-butoxycarbonyl)amino)-3-(2H-tetrazol-2-yl)propoxy)benzoic acid